3-Amino-N-Boc-pyrrolidine NC1CN(CC1)C(=O)OC(C)(C)C